BrC=1C=C(C(=NC1)C=1N=C2N(C(N(C(=C2)C(F)(F)F)C2CC2)=O)C1)S(=O)(=O)CC 2-[5-bromo-3-(ethanesulfonyl)pyridin-2-yl]-6-cyclopropyl-7-(trifluoromethyl)imidazo[1,2-c]pyrimidin-5-one